C(C1=CC=CC=C1)C1=C(NC(NC1=O)=O)[C@@H]1CCC(=CC1)C1=C(C=CC=C1)Cl (R)-4'-(5-benzyl-2,6-dioxo-1,2,3,6-tetrahydropyrimidin-4-yl)-2-chloro-2',3',4',5'-tetrahydro-[1,1'-biphenyl]